1-(5-(((2S,4R)-1-((4,4-difluorocyclohexyl)methyl)-2-methylpiperidin-4-yl)methyl)pyrazolo[1,5-a]pyridin-3-yl)-5-fluoropyrimidine-2,4(1H,3H)-dione FC1(CCC(CC1)CN1[C@H](C[C@@H](CC1)CC1=CC=2N(C=C1)N=CC2N2C(NC(C(=C2)F)=O)=O)C)F